[Si](C)(C)(C(C)(C)C)OCC=1C(=NC=CC1)C(=O)O 3-(((tert-butyldimethylsilyl)oxy)methyl)picolinic acid